C1(CCCCC1)C(COCCC)(COCCC)CCC(Cl)(F)F 2-cyclohexyl-2-(3,3-difluoro-3-chloro-propyl)-1,3-dipropoxypropane